FC1=CC=C(CN2N=C(C(=C2C)NC(=O)C2=CN(C3=C2C(N(C=C3C)C)=O)C)C)C=C1 N-(1-(4-fluorobenzyl)-3,5-dimethyl-1H-pyrazol-4-yl)-1,5,7-trimethyl-4-oxo-4,5-dihydro-1H-pyrrolo[3,2-c]pyridine-3-carboxamide